methyl 4-(N-tert-butoxycarbonyl-S-methyl-sulfonimidoyl)benzoate C(C)(C)(C)OC(=O)N=S(=O)(C)C1=CC=C(C(=O)OC)C=C1